6-[3-(Difluoromethyl)-4-fluoro-phenyl]-1-(2-pyridylmethyl)pyrazolo[4,3-b]pyridine FC(C=1C=C(C=CC1F)C=1C=C2C(=NC1)C=NN2CC2=NC=CC=C2)F